1,3-Bis(diphenylphosphino)propane C1(=CC=CC=C1)P(CCCP(C1=CC=CC=C1)C1=CC=CC=C1)C1=CC=CC=C1